C1(=CC=C(C=C1)C(=O)C1=C(OC2=C1C=CC=C2)CC(C(=O)OCC)(C(=O)OCC)Br)C2=CC=CC=C2 diethyl 2-((3-([1,1'-biphenyl]-4-carbonyl) benzofuran-2-yl) methyl)-2-bromomalonate